The molecule is a carbotricyclic compound that is pleuromutilin in which the hydroxyacetate group is replaced by a 2-{[2-(diethylamino)ethyl]sulfanyl}acetate group. An antibacterial drug, tiamulin is used in veterinary medicine (generally as its hydrogen fumarate salt) for the treatment of swine dysentery caused by Serpulina hyodysenteriae. It has a role as an antibacterial drug. It is a carbotricyclic compound, a carboxylic ester, a cyclic ketone, a tertiary amino compound, a secondary alcohol, an organic sulfide, a tetracyclic diterpenoid and a semisynthetic derivative. It derives from a Pleuromutilin. CCN(CC)CCSCC(=O)O[C@@H]1C[C@@]([C@H]([C@@H]([C@@]23CC[C@H]([C@@]1([C@@H]2C(=O)CC3)C)C)C)O)(C)C=C